CON(C(=O)C12C(CCC(N1)C2)C(C2=CC=C(C=N2)C)=O)C cis-N-methoxy-N,3-dimethyl-6-picolinoyl-6-azabicyclo[3.1.1]heptane-1-carboxamide